N-(5-bromo-4-(2-(dimethylamino)ethoxy)pyrimidin-2-yl)-6-(2-chloro-4-(5-methyl-1,2,4-oxadiazol-3-yl)phenyl)nicotinamide BrC=1C(=NC(=NC1)NC(C1=CN=C(C=C1)C1=C(C=C(C=C1)C1=NOC(=N1)C)Cl)=O)OCCN(C)C